N-[(4-Carbamimidoylthiophen-2-yl)methyl]-6-{2-[(4-phenoxyphenyl)formamido]acetyl}-6-azaspiro[3.4]octane-7-carboxamide C(N)(=N)C=1C=C(SC1)CNC(=O)C1N(CC2(CCC2)C1)C(CNC(=O)C1=CC=C(C=C1)OC1=CC=CC=C1)=O